6-chloro-9-(4-methoxybenzyl)-2-(6-methylpyridin-2-yl)-9H-purine ClC1=C2N=CN(C2=NC(=N1)C1=NC(=CC=C1)C)CC1=CC=C(C=C1)OC